4-[[1-[2-(2,6-dioxo-3-piperidyl)-6-fluoro-1-oxo-isoindolin-5-yl]-4-piperidyl]oxy]cyclohexanecarbaldehyde O=C1NC(CCC1N1C(C2=CC(=C(C=C2C1)N1CCC(CC1)OC1CCC(CC1)C=O)F)=O)=O